iron (II) palladium chloride [Pd](Cl)Cl.[Fe+2]